CN1CC=2N(C3=CC=CC(=C13)NC(OC(C)(C)C)=O)C(=NN2)C(F)(F)F tert-butyl (5-methyl-1-(trifluoromethyl)-4,5-dihydro-[1,2,4]triazolo[4,3-a]quinoxalin-6-yl)carbamate